C(C)OC(\C=C(\C(F)(F)F)/NC(N(C)C)=O)=O (Z)-3-(dimethylcarbamoylamino)-4,4,4-trifluorobut-2-enoic acid ethyl ester